4-(2-toluenesulfonylethyl)pyrimidine C(C1=CC=CC=C1)S(=O)(=O)CCC1=NC=NC=C1